C(C)(C)(C)OC(=O)NCC=1C=CC(=C(C(=O)NC(C)C2=CC(=CC3=CC=CC=C23)C2=CC(=CN2)C(=O)OC)C1)C methyl 5-(4-(1-(5-(((tert-butoxycarbonyl)amino)methyl)-2-methylbenzamido)ethyl)naphthalen-2-yl)-1H-pyrrole-3-carboxylate